3,5-dioxa-heptanedionitrile C(COCOCC#N)#N